C(C)C(COC1=C2C(SC(=C2)[Sn](C)(C)C)=C(C2=C1SC(=C2)[Sn](C)(C)C)OCC(CCCC)CC)CCCC (4,8-bis((2-ethylhexyl)oxy)benzo[1,2-b:4,5-b']dithiophene-2,6-diyl)bis(trimethylstannane)